2-[(4-bromo-3-fluorophenyl)sulfanyl]-1,1-diethoxyethane BrC1=C(C=C(C=C1)SCC(OCC)OCC)F